NC1=NC(=C(C=2N1N=C(N2)NC2=NC=CC=C2)C2=CN(C(C=C2)=O)C)C2=C(C#N)C=CC=C2 (5-amino-8-(1-methyl-6-oxo-1,6-dihydropyridin-3-yl)-2-(pyridin-2-ylamino)-[1,2,4]triazolo[1,5-c]pyrimidin-7-yl)benzonitrile